(S)-benzyl (1-(7-cyano-2,3-dimethyl-1H-indol-4-yl)piperidin-3-yl)carbamate C(#N)C=1C=CC(=C2C(=C(NC12)C)C)N1C[C@H](CCC1)NC(OCC1=CC=CC=C1)=O